N-benzyl-2-(2-oxopyrrolidin-1-yl)propanamide C(C1=CC=CC=C1)NC(C(C)N1C(CCC1)=O)=O